N-((1H-benzo[d]imidazol-6-yl)methyl)-N-(3-methoxybenzyl)-4-((2-morpholinoethoxy)methyl)aniline N1C=NC2=C1C=C(C=C2)CN(C2=CC=C(C=C2)COCCN2CCOCC2)CC2=CC(=CC=C2)OC